triethoxyundecylhydroxysilane C(C)OC(CCCCCCCCCC[SiH2]O)(OCC)OCC